(S)-8-((5-bromopentyl)oxy)-7-methoxy-1,10,11,11a-tetrahydro-3H,5H-spiro[benzo[e]pyrrolo[1,2-a][1,4]diazepine-2,1'-cyclopropan]-5-one BrCCCCCOC=1C(=CC2=C(NC[C@H]3N(C2=O)CC2(CC2)C3)C1)OC